2,2-Dimethyl-1-(thiophen-2-yl)propan-1-one CC(C(=O)C=1SC=CC1)(C)C